FC1([C@@H](CN(C1)C)NC1=NN2C(C(=N1)OC)=C(C(=C2)F)C=2C=CC1=C(N(N=N1)C[C@@H](C)F)C2)F N-((R)-4,4-difluoro-1-methylpyrrolidin-3-yl)-6-fluoro-5-(1-((R)-2-fluoropropyl)-1H-benzo[d][1,2,3]triazol-6-yl)-4-methoxypyrrolo[2,1-f][1,2,4]triazin-2-amine